5-fluoro-4-(7'-fluoro-2'-methylspiro[cyclopentane-1,3'-indol]-5'-yl)-N-(5-(1-methylpiperidin-4-yl)pyridin-2-yl)pyrimidin-2-amine FC=1C(=NC(=NC1)NC1=NC=C(C=C1)C1CCN(CC1)C)C=1C=C2C3(C(=NC2=C(C1)F)C)CCCC3